ClC=1C(=NC(=NC1)NC1=C(C=C(C=C1)N(C)CCN(C)C)OC)C1=CN(C2=CC=CC=C12)C N4-[5-chloro-4-(1-methylindol-3-yl)pyrimidin-2-yl]-N1-[2-(dimethylamino)ethyl]-3-methoxy-N1-methylbenzene-1,4-diamine